Cl.[I] iodine-HCl